dimethyl-5-(2-oxo-2-((1,1,1-trifluoropropan-2-yl)amino)acetyl)-1H-pyrrole-3-carboxylic acid ethyl ester C(C)OC(=O)C1=C(NC(=C1C)C(C(NC(C(F)(F)F)C)=O)=O)C